1-[2-(5-{[(5-chlorothiophen-2-yl)methyl]amino}-1-(1,3-thiazole-4-carbonyl)-1H-pyrazol-3-yl)pyrrolidin-1-yl]-2-(morpholin-4-yl)ethan-1-one ClC1=CC=C(S1)CNC1=CC(=NN1C(=O)C=1N=CSC1)C1N(CCC1)C(CN1CCOCC1)=O